NC(CNC(=O)C1=NC(=CN=C1)C=1NC2=C(C=C(C=C2C1)F)F)(C)C N-(2-amino-2-methylpropyl)-6-(5,7-difluoro-1H-indol-2-yl)pyrazine-2-carboxamide